FC1=C(C(=CC(=C1)C1=NC(=CC(=N1)OC(C)C)C)F)N1CCCC1 1-[2,6-difluoro-4-(4-isopropoxy-6-methyl-pyrimidin-2-yl)-phenyl]-pyrrolidine